4-[(2-t-butoxyphenyl)sulfinyl]benzophenone C(C)(C)(C)OC1=C(C=CC=C1)S(=O)C1=CC=C(C(=O)C2=CC=CC=C2)C=C1